C1(CC1)C=1C=2N(C=C(C1)C(=O)N1[C@@H](C3=CC=CC=C3CC1)C)C=C(N2)C=2C=CC(=NC2F)N2C[C@H](CC2)C(=O)O (3S)-1-(5-{8-Cyclopropyl-6-[(1R)-1-methyl-1,2,3,4-tetrahydroisoquinoline-2-carbonyl]imidazo[1,2-a]pyridin-2-yl}-6-fluoropyridin-2-yl)pyrrolidine-3-carboxylic acid